BrC1=C(N=CN1C)COCCN(C(OCC1=CC=CC=C1)=O)C benzyl N-[2-[(5-bromo-1-methyl-imidazol-4-yl)methoxy]ethyl]-N-methyl-carbamate